C(C1CO1)N=C=O epoxypropyl isocyanate